C(CCCCCCCCCCCCCCC(C)C)(=O)O.O=C1C(O)=C(O)[C@H](O1)[C@@H](O)CO ascorbic acid isostearate